6-chloro-3-methyl-4-(1H-pyrazol-1-yl)pyridazine ClC1=CC(=C(N=N1)C)N1N=CC=C1